Cl.NCC=1C(N(C=C(C1)C1=NC=C(C=C1)C(F)(F)F)C(C)C)=O 3-(aminomethyl)-1-isopropyl-5-[5-(trifluoromethyl)-2-pyridinyl]pyridin-2-one hydrochloride